5-(2-(Dimethylamino)ethoxy)-2-methyl-N-(1-(3-(thiophen-2-yl)naphthalen-1-yl)cyclopropyl)benzamide CN(CCOC=1C=CC(=C(C(=O)NC2(CC2)C2=CC(=CC3=CC=CC=C23)C=2SC=CC2)C1)C)C